C1(CC1)C#CC=1C=C(C(=O)N2CCN(CC2)C2=CC=C(C=N2)C=2C=3N(C=C(C2)OCC)N=CC3C#N)C=CN1 4-(6-(4-(2-(cyclopropylethynyl)isonicotinoyl)piperazin-1-yl)pyridin-3-yl)-6-ethoxypyrazolo[1,5-a]pyridine-3-carbonitrile